C(CC)(=O)O.CC(C)(C)C(CCC1=CC=CC=C1)C(C(CCCCCCCCCCCCC)C(C)(C)C)O 3,5-bis(1,1-dimethylethyl)-4-hydroxy-octadecyl-benzene propionate